C(C)N(CCCC1=CC=C(C=C1)O)CCC1=CC=CC=C1 4-(3-(ethyl-(phenylethyl)amino)propyl)phenol